ClC=1C=C(C=CCN2C(=O)N(C)C=3N=CN(C)C3C2=O)C=CC1 (3-chlorostyryl)-caffeine